ClCOC=1C=C(C(=O)OC2=C(C(N)=N)C=CN=C2)C(=CC1)OCCl ((3,6-dichloromethoxybenzoyl)oxy)isonicotinimidamide